NC=1SC=C(N1)C1=CC=C(C=C1)Cl 2-amino-4-(4-chlorophenyl)-thiazole